2,5-dichloro-N-(2-(isopropylsulfonyl)phenyl)pyrimidine-4-amine ClC1=NC=C(C(=N1)NC1=C(C=CC=C1)S(=O)(=O)C(C)C)Cl